C(=O)(OC(C)(C)C)C=C(C(=O)NN)C Bocmethacrylic hydrazide